CC1(NC(N([C@H]2[C@H](O)[C@H](O)[C@@H](CO)O2)C=C1)=O)N 4-methylcytidine